C(CCC)C(C(C1=CC=CC=C1)(CCCC)CCCC)(N(C([O-])=O)CCCO)CCCC tetrAbutyl-N-(3-hydroxypropyl)-N-(2-phenylethyl)carbamate